C(C)(C)(C)OC(=O)N1CCC(CC1)C=1C=CC=2NC3=CC(=CC=C3C2C1)C1=CN(C(C(=C1C)C)=O)C 4-(7-(1,4,5-trimethyl-6-oxo-1,6-dihydropyridin-3-yl)-9H-carbazol-3-yl)piperidine-1-carboxylic acid tert-butyl ester